1-methyl-3-(2-nitro-1-(p-tolyl)ethyl)-1H-indole CN1C=C(C2=CC=CC=C12)C(C[N+](=O)[O-])C1=CC=C(C=C1)C